CC(C)(C)S(=O)NCC=1C=CC=C2C=CN(C12)C 2-methyl-N-((1-methyl-1H-indol-7-yl)methyl)propane-2-sulfinamide